2E-Hexenal C(\C=C\CCC)=O